NC([C@H](CO)NC(=O)C1=C(OC2=C1C=C(C=C2)OC(CO)C2=C(C=CC=C2)F)C)=O N-((S)-1-amino-3-hydroxy-1-oxopropan-2-yl)-5-(1-(2-fluorophenyl)-2-hydroxyethoxy)-2-methylbenzofuran-3-carboxamide